ClC=1C=C(C=CC=O)C=C(C1)Cl 3,5-dichlorocinnamaldehyde